BrC=1C=CC=2N(C1)N=CC2\C=N/NS(=O)(=O)C2=CC=C(C=C2)C (Z)-N'-((6-bromopyrazolo[1,5-a]pyridin-3-yl)methylene)-4-methylbenzenesulfonohydrazide